C(C)(C)(C)OC(=O)C1=CC=C(OCCCCCCCCCC(=O)O)C=C1 10-(4-tert-butoxycarbonylphenoxy)decanoic acid